(S)-2-(6-(3-fluoropyrrolidin-1-yl)pyridin-3-yl)-5-(thiazol-5-yl)-4,5-dihydro-6H-imidazo[1,5-b]pyrazol-6-one hydrogen chloride salt Cl.F[C@@H]1CN(CC1)C1=CC=C(C=N1)C=1C=C2N(N1)C(N(C2)C2=CN=CS2)=O